C(C)(C)(C)C1=NOC(=N1)C(=O)NCC1=C(C=C(C=C1)C1=NC=NN2C1=CC(=C2)N2C[C@H](CC2)OC)C (S)-3-(tert-butyl)-N-(4-(6-(3-methoxypyrrolidin-1-yl)pyrrolo[2,1-f][1,2,4]triazin-4-yl)-2-methylbenzyl)-1,2,4-oxadiazole-5-carboxamide